N4-{3-fluoro-2-[4-({6-oxa-3-azabicyclo[3.1.1]heptan-3-yl}methyl)piperidin-1-yl]phenyl}-N1,N1-dimethylbenzene-1,4-disulfonamide FC=1C(=C(C=CC1)NS(=O)(=O)C1=CC=C(C=C1)S(=O)(=O)N(C)C)N1CCC(CC1)CN1CC2OC(C1)C2